C[C@H]1N(CCOC1)C1=NC(=NC=C1)C1=C2C(=NC=C1)NC=C2 (3R)-3-methyl-4-(2-[1H-pyrrolo[2,3-b]pyridin-4-yl]pyrimidin-4-yl)morpholine